BrC1=NN(C=C1)C(C(=O)OC(C)(C)C)(C)C tert-butyl 2-(3-bromopyrazol-1-yl)-2-methylpropionate